CC(CC)NC1=CC=C(N)C=C1 4-(2-butyl)amino-aniline